N-(benzo[b]thiophen-7-ylmethyl)-3-(pyridazin-3-yl)pyridin-2-amine S1C2=C(C=C1)C=CC=C2CNC2=NC=CC=C2C=2N=NC=CC2